N1C(=NC=C1)CCCN(CCCC=1NC=CN1)CCCC=1NC=CN1 N,N,N-tris-(3-imidazolylpropyl)-amine